(2E)-3-phenylpropan-2-en-1-ol C1(=CC=CC=C1)/C=C/CO